C1(CC1)C=1C2=C(C(N(C1)C1=CC(=CC=C1)C1(CC(C1)C)C1=NN=CN1C)=O)NC(=C2)CN2C(CN(CC2)C)C(C)C 4-cyclopropyl-2-((2-isopropyl-4-methylpiperazin-1-yl)methyl)-6-(3-((1s,3s)-3-methyl-1-(4-methyl-4H-1,2,4-triazol-3-yl)cyclobutyl)phenyl)-1,6-dihydro-7H-pyrrolo[2,3-c]pyridin-7-one